C(CCC)C1=NC2(C(N1CC1=CC(=C(C=C1)C=1SC=CC1S(=O)(=O)NC1=NOC(=C1C)C)COC)=O)CCCC2 2-(4-((2-butyl-4-oxo-1,3-diazaspiro[4.4]non-1-en-3-yl)methyl)-2-(methoxymethyl)phenyl)-N-(4,5-dimethylisoxazol-3-yl)thiophene-3-sulfonamide